CC1=C(C=C(OCC2N(CCCC2)C(=O)OC(C)(C)C)C=C1)C(NC1(CC1)C1=CC=CC2=CC=CC=C12)=O tert-Butyl 2-((4-methyl-3-((1-(naphthalen-1-yl)cyclopropyl)carbamoyl)phenoxy)methyl)piperidine-1-carboxylate